N-(4,4-dimethylcyclohexyl)-4,5-difluoro-6-methyl-1H-pyrrolo[2,3-b]pyridine-2-carboxamide CC1(CCC(CC1)NC(=O)C1=CC=2C(=NC(=C(C2F)F)C)N1)C